N[C@H]1CC[C@H](CC1)CC(C)(C)NS(=O)(=O)C N-(1-((cis)-4-Aminocyclohexyl)-2-methylpropan-2-yl)methanesulfonamide